2,2-dimethylbutyl 4-(3-hydroxyphenyl)-7-(2-methoxyphenyl)-2-methyl-5-oxo-1,4,5,6,7,8-hexahydroquinoline-3-carboxylate OC=1C=C(C=CC1)C1C(=C(NC=2CC(CC(C12)=O)C1=C(C=CC=C1)OC)C)C(=O)OCC(CC)(C)C